BrC1=CC=C(CN2C(C(N(CC2)C2CCC2)=O)=O)C=C1 1-(4-bromobenzyl)-4-cyclobutylpiperazine-2,3-dione